C(C)(C)(C)OC(=O)N(C1=C(C(=NN1[C@H]1C[C@@H](N(C1)C(=O)OC(C)(C)C)COC)C#C[Si](C)(C)C)C#N)C Tert-butyl (2R,4S)-4-(5-[(tert-butoxycarbonyl)(methyl)amino]-4-cyano-3-[2-(trimethylsilyl)ethynyl]pyrazol-1-yl)-2-(methoxymethyl)pyrrolidine-1-carboxylate